(S)-1-(5-cyanopyridin-3-yl)-3-(cyclopropyl-(5-fluoro-3-methylbenzofuran-2-yl)methyl)urea C(#N)C=1C=C(C=NC1)NC(=O)N[C@H](C=1OC2=C(C1C)C=C(C=C2)F)C2CC2